[Sn]=O.[Sb].[Sn] Tin antimony stannum oxide